N1(C=NC2=C1C=CC=C2)CS(=O)C=2SC1=C(N2)C=CC=C1 2-(((1H-benzimidazole-1-yl)methyl)sulfinyl)benzothiazole